ethyl (E)-4-acetoxy-2-((5-fluoro-4-(1-fluoroethyl)pyridin-3-yl)methylene)-3-oxobutanoate C(C)(=O)OCC(\C(\C(=O)OCC)=C/C=1C=NC=C(C1C(C)F)F)=O